[C@H]12OCC[C@@H]2C[C@H]1N1C(C(=CC=C1)C(=O)OC)=O methyl 1-((1R,5S,7R)-2-oxabicyclo[3.2.0]heptan-7-yl)-2-oxo-1,2-dihydropyridine-3-carboxylate